ClC1=C(C=C(C=C1)F)NC1=C(C#N)C=CC(=N1)C1CC1 2-((2-chloro-5-fluorophenyl)amino)-6-cyclopropylnicotinonitrile